FC=1C=C(C=CC1F)NC(N(C1COCC=2NC(C3=C(C21)CCOC3)=O)C)=O 3-(3,4-difluorophenyl)-1-methyl-1-(6-oxo-1,2,4,5,6,7,9,10-octahydro-dipyrano[3,4-b:4',3'-d]pyridin-1-yl)urea